NC=1N=NC(=CC1N1CC(CC(C1)C)C1=CC=C(C(=O)OCC)C=C1)C1=C(C=CC=C1)O Ethyl 4-(1-(3-amino-6-(2-hydroxyphenyl)pyridazin-4-yl)-5-methylpiperidin-3-yl)benzoate